C(#N)C1=C(C=C(O[C@@H]2[C@@](CN(C2)S(=O)(=O)C=2C=CC(=NC2C)C#N)(CO)O)C=C1)F 5-(((3R,4S)-4-(4-cyano-3-fluorophenoxy)-3-hydroxy-3-(hydroxymethyl)pyrrolidin-1-yl)sulfonyl)-6-methylpicolinonitrile